C1(CC1)CN1C2[C@@]3(CCC([C@H]4[C@]3(CC1)C1=C(O4)C(=CC=C1C2)OC(CC(C)(C)C)=O)=O)O 3,3-dimethylbutyric acid (4aS,7aR,12bS)-3-(cyclopropylmethyl)-4a-hydroxy-7-oxo-2,3,4,4a,5,6,7,7a-octahydro-1H-4,12-methanobenzofuro[3,2-e]isoquinolin-9-yl ester